N1(C=NC=C1)S(=O)(=O)N1CC2(C1)COCC2 2-((1H-imidazol-1-yl)sulfonyl)-6-oxa-2-azaspiro[3.4]octane